FC1=CC=C(OC2=CC=C(C(=O)NCC(=O)N3[C@@H](C[C@H](C3)OC3=CC=CC=C3)C(=O)O)C=C2)C=C1 (2S,4R)-1-((4-(4-fluorophenoxy)benzoyl)glycyl)-4-phenoxypyrrolidine-2-carboxylic acid